ClN.[Na] sodium chloroamine